diethyl (3R,3aS,8bS)-3-(2-hydroxyphenyl)-3a-nitro-2,3,3a,8b-tetrahydro-1H-benzofuro[2,3-c]pyrrole-1,1-dicarboxylate OC1=C(C=CC=C1)[C@H]1NC([C@H]2[C@@]1(OC1=C2C=CC=C1)[N+](=O)[O-])(C(=O)OCC)C(=O)OCC